7-(ethylthio)[1,3]thiazolo[4,5-c]pyridine-6-carboxylic acid C(C)SC=1C2=C(C=NC1C(=O)O)N=CS2